OC1=C(C=CC(=C1)O)C1=NC(=NC(=N1)C1=C(C=C(C=C1)O)O)C1=C(C=C(C=C1)O)O 2,4,6-tris(2',4'-dihydroxyphenyl)-1,3,5-triazine